7-benzoyl-3-oxabicyclo[3.3.1]nonan-9-one C(C1=CC=CC=C1)(=O)C1CC2COCC(C1)C2=O